CN(C)CC(C(=O)O)=C 2-(Dimethylaminomethyl)acrylic acid